isopropyl (S)-2-((S)-2-cyclopropoxybutanamido)-6-diazo-5-oxohexanoate C1(CC1)O[C@H](C(=O)N[C@H](C(=O)OC(C)C)CCC(C=[N+]=[N-])=O)CC